3-(3-Bromophenyl)-1-methylpyridin-2(1H)-one BrC=1C=C(C=CC1)C=1C(N(C=CC1)C)=O